4-(2,5-dioxotetrahydrofuran-3-yl)-tetrahydronaphthalene-1,2-dicarboxylic anhydride O=C1OC(CC1C1CC2C(C3=CC=CC=C13)C(=O)OC2=O)=O